isobutyl-2,2,4-trimethyl-3-hydroxyvaleric acid C(C(C)C)C(C(C(=O)O)(C)C)(C(C)C)O